(4-(3-fluoro-4-hydroxyphenyl)-1-methyl-1H-pyrazol-5-yl)methylcyclopentyl (methyl)carbamate CNC(OC1(CCCC1)CC1=C(C=NN1C)C1=CC(=C(C=C1)O)F)=O